C([C@H](O)C)(=O)OC r-methyl lactate